C(N)(S)=S.CNC dimethylamine dithiocarbamate